2-(1H-pyrazol-1-yl)-6-(trifluoromethyl)benzonitrile N1(N=CC=C1)C1=C(C#N)C(=CC=C1)C(F)(F)F